ON=C1C=C(C(C2=CC=CC=C12)=O)N[C@@H](C(=O)NC1=C(C=C(C=C1)C)F)CC1=CC=CC=C1 (R)-2-((4-(hydroxyimino)-1-oxo-1,4-dihydronaphthalen-2-yl)amino)-3-phenyl-N-(2-fluoro-4-methylphenyl)-propanamide